C(C)(=O)O[C@H]1C[C@@]2([C@@H]3CC[C@@H]4C[C@H](CC[C@@]4([C@H]3CC[C@@]2([C@H]1C=1C=CC(OC1)=O)C)C)NC(=O)NCCN1CCCC1)O (3S,5R,8R,9S,10S,13R,14S,16S,17R)-14-hydroxy-10,13-dimethyl-17-(2-oxo-2H-pyran-5-yl)-3-(3-(2-(pyrrolidin-1-yl)ethyl)ureido)hexadecahydro-1H-cyclopenta[a]phenanthren-16-yl acetate